tert-butyl (2R,5S)-2,5-diethyl-4-(2-(methoxymethyl)-5-methyl-6-oxo-5,6-dihydroimidazo[1,2-b]pyridazin-8-yl)piperazine-1-carboxylate C(C)[C@H]1N(C[C@@H](N(C1)C=1C=2N(N(C(C1)=O)C)C=C(N2)COC)CC)C(=O)OC(C)(C)C